N-(3-pyridyl)benzamide N1=CC(=CC=C1)NC(C1=CC=CC=C1)=O